2-(1,3-dimethylpyrrolo[1,2-a]pyrazin-7-yl)-6-(4-methylpiperazin-1-yl)quinazolin-4(3H)-one CC=1C=2N(C=C(N1)C)C=C(C2)C2=NC1=CC=C(C=C1C(N2)=O)N2CCN(CC2)C